4-((4-amino-7-isopropyl-5-(4-phenoxyphenyl)-7H-pyrrolo[2,3-d]pyrimidin-6-yl)ethynyl)cyclohexanecarboxylic acid NC=1C2=C(N=CN1)N(C(=C2C2=CC=C(C=C2)OC2=CC=CC=C2)C#CC2CCC(CC2)C(=O)O)C(C)C